4-(1-(2-Chloro-3-(1-(dimethylamino)ethyl)phenyl)-1H-imidazol-4-yl)-N-(1-(methylsulfonyl)piperidin-4-yl)-5-(trifluoromethyl)pyrimidin-2-amine ClC1=C(C=CC=C1C(C)N(C)C)N1C=NC(=C1)C1=NC(=NC=C1C(F)(F)F)NC1CCN(CC1)S(=O)(=O)C